C(C)(C)(C)OC(=O)N1C(CCCC1)CNC1=C(C=CC=C1)N (((2-aminophenyl)amino)methyl)piperidine-1-carboxylic acid tert-butyl ester